FC1=C(C=CC=C1F)C1=CC=CC2=C1NC(=NS2(=O)=O)NC[C@@H](C)OC (R)-5-(2,3-difluorophenyl)-3-((2-methoxypropyl)amino)-4H-benzo[e][1,2,4]thiadiazine 1,1-dioxide